[N+](=O)([O-])C1=CC=C(C=N1)C1=NC=CN=C1 2-(6-nitro-pyridine-3-yl)pyrazine